(3-bromophenyl)-3-((4-methyl-4H-1,2,4-triazol-3-yl)methyl)thietane 1,1-dioxide BrC=1C=C(C=CC1)C1S(CC1CC1=NN=CN1C)(=O)=O